C(C)(C)(C)OC(=O)N1CCCC2=CC=C(N=C12)CCCCC(=O)NCC(CC(=O)OCC)NC(=O)C1CN(C1)S(=O)(=O)C1=CC(=CC(=C1)C)C 7-(5-((2-(1-(3,5-dimethylbenzenesulfonyl)azetidine-3-carboxamido)-3-ethoxycarbonylpropyl)amino)-5-oxopentyl)-3,4-dihydro-1,8-naphthyridine-1(2H)-carboxylic acid tert-butyl ester